N1N=CC(=C1)C=1C=CC(=NC1)N1C(N(C2(C1)CCN(CC2)C(COC)=O)CC2=CC(=CC=C2)OC)=O 3-(5-(1H-pyrazol-4-yl)pyridin-2-yl)-8-(2-methoxyacetyl)-1-(3-methoxybenzyl)-1,3,8-triazaspiro[4.5]decan-2-one